2-((3S,5R)-5-(2,3-dichloro-6-hydroxyphenyl)pyrrolidin-3-yl)-N-(2-hydroxy-2-methylpropyl)acetamide ClC1=C(C(=CC=C1Cl)O)[C@H]1C[C@H](CN1)CC(=O)NCC(C)(C)O